6-METHYL-3,4-DIHYDRO-2H-PYRAN-5-CARBOXYLIC ACID CC1=C(CCCO1)C(=O)O